3-cyano-4-(hydroxymethyl)-5-(1H-benzimidazol-5-yl)benzoic acid methyl ester COC(C1=CC(=C(C(=C1)C1=CC2=C(NC=N2)C=C1)CO)C#N)=O